CN(C(=O)C1(CC2=C(N(C=N2)C2=CC(=C(C=C2)C#N)Cl)C(O1)=O)C)C 3-(3-Chloro-4-cyano-phenyl)-6-methyl-4-oxo-3,4,6,7-tetrahydro-pyrano[3,4-d]imidazole-6-carboxylic acid dimethylamide